2-(4-cyclopropyl-6-methoxypyrimidin-5-yl)-9-(4-(1-isopropyl-4-(trifluoromethyl)-1H-imidazol-2-yl)benzyl)-7-methoxy-9H-pyrimido[4,5-b]indole C1(CC1)C1=NC=NC(=C1C=1N=CC2=C(N(C3=CC(=CC=C23)OC)CC2=CC=C(C=C2)C=2N(C=C(N2)C(F)(F)F)C(C)C)N1)OC